N-[2-hydroxy-3-[[rac-(2S)-2-amino-3-guanidino-propanoyl]amino]propyl]benzamide OC(CNC(C1=CC=CC=C1)=O)CNC([C@H](CNC(=N)N)N)=O |r|